COC1=C(C=CC(=C1)OC)CNC1=NC=2C=C(C=CC2C2=C1COC2)CN(C(=O)C=2C=NC(=CC2)C(F)(F)F)C=2C(=NC=CC2)OC N-[(4-{[(2,4-dimethoxyphenyl)methyl]amino}-1H,3H-furo[3,4-c]quinolin-7-yl)methyl]-N-(2-methoxypyridin-3-yl)-6-(trifluoromethyl)pyridine-3-carboxamide